C(C1=CC=CC=C1)N([C@@H](CC1=CC(=C(C(=C1)O)OC)Br)C(=O)O)CC1=CC=CC=C1 (S)-N,N-dibenzyl-3-bromo-4-methoxy-5-hydroxyphenylalanine